ClC=1C=C(C=C(C1)OC(F)(F)F)C1CCC2(CN(C2)C(=O)OC(C)(C)C)CC1 tertbutyl 7-(3-chloro-5-(trifluoromethoxy)phenyl)-2-azaspiro[3.5]nonane-2-carboxylate